OC=1C=C(C=C(C1)O)OC(CNC(=O)[C@]1([C@@H](CC[C@H](C1)C)C(C)C)O)=O ((1S,2S,5R)-1-hydroxy-2-isopropyl-5-methylcyclohexane-1-carbonyl)glycine 3,5-dihydroxyphenyl ester